NC1=C(N=CC(=N1)N1CCC2(CC1)[C@@H](C1=CC=CC=C1C2)N)SC2=C(C(=NC=C2)Cl)Cl (S)-1'-(6-amino-5-((2,3-dichloropyridin-4-yl)thio)pyrazin-2-yl)-1,3-dihydro-spiro[indene-2,4'-piperidin]-1-amine